N(=[N+]=[N-])C1CN(C2=CC=C(C=C12)OC)S(=O)(=O)C1=CC=C(C=C1)C 3-azido-5-methoxy-1-(4-methylbenzenesulfonyl)indoline